C(CCC)OC1(N)CC=CC=C1 1-butoxyaniline